tert-butyl (2S,5R)-4-(1-(4-fluoro-2-(methoxymethyl) phenyl) ethyl)-2,5-dimethylpiperazine-1-carboxylate FC1=CC(=C(C=C1)C(C)N1C[C@@H](N(C[C@H]1C)C(=O)OC(C)(C)C)C)COC